3-(4-((7-((R)-3-(4-amino-3-(4-phenoxyphenyl)-1H-pyrazolo[3,4-d]pyrimidin-1-yl)piperidin-1-yl)heptyl)thio)-1-oxoisoindoline-2-yl)piperidine-2,6-dione NC1=C2C(=NC=N1)N(N=C2C2=CC=C(C=C2)OC2=CC=CC=C2)[C@H]2CN(CCC2)CCCCCCCSC2=C1CN(C(C1=CC=C2)=O)C2C(NC(CC2)=O)=O